Trans-4-((1-(2-(R-1-(2,2-difluorobenzo[d][1,3]dioxol-5-yl)ethoxy)pyridin-4-yl)-3-(trifluoromethyl)-4,5,6,7-tetrahydro-1H-indazol-7-yl)oxy)cyclohexane-1-carboxylic acid FC1(OC2=C(O1)C=CC(=C2)[C@@H](C)OC2=NC=CC(=C2)N2N=C(C=1CCCC(C21)O[C@@H]2CC[C@H](CC2)C(=O)O)C(F)(F)F)F